2-(3-bicyclo[3.1.0]hex-2-enyl)-4,4,5,5-tetramethyl-1,3,2-dioxaborolane C12C=C(CC2C1)B1OC(C(O1)(C)C)(C)C